Cl.FC(CCCCCCCN)(F)F 8,8,8-trifluorooctan-1-amine hydrochloride